COC([C@@H](NC(=O)[C@@H]1[C@H]2C([C@H]2CN1C([C@@H](NC(C(F)(F)F)=O)C(C)C)=O)(C)C)C[C@H]1C(NCC1)=O)=O N-({(1R,2S,5S)-6,6-dimethyl-3-[N-(trifluoroacetyl)-L-valyl]-3-azabicyclo[3.1.0]hex-2-yl}carbonyl)-3-[(3S)-2-oxopyrrolidin-3-yl]-L-alanine methyl ester